FCCC12CC(C1)(C2)C(=O)N(C)OC 3-(2-fluoroethyl)-N-methoxy-N-methylbicyclo[1.1.1]pentane-1-carboxamide